tris(3,3-bis(mercaptomethylthio)-2-thiapropyl)methane SCSC(SCC(CSC(SCS)SCS)CSC(SCS)SCS)SCS